C(CCCCCCCCCCCCCCCCCCCCC)C(CCC)[N+](CCCC)(CCCC)C behenyl-methyltributylammonium